(R)-2-(6-chloro-1-cyclopropoxy-2,7-naphthyridin-4-yl)-1,1,1-trifluoropropan-2-ol ClC=1C=C2C(=CN=C(C2=CN1)OC1CC1)[C@@](C(F)(F)F)(C)O